[N+](=O)([O-])C1=CC=C(C=C1)C1(CCC1)NC(OC(C)(C)C)=O tert-butyl (1-(4-nitrophenyl)cyclobutyl)carbamate